C(#N)C1=C(C=CC=C1)C1=CC(=CC=C1)[C@H](CC(=O)OC)NC([C@H](CC(C)C)N1C=NC2=CC=CC=C2C1=O)=O (S)-methyl 3-(2'-cyanobiphenyl-3-yl)-3-((S)-4-methyl-2-(4-oxoquinazolin-3(4H)-yl)pentanamido)propanoate